S1C=NC=2CN(CCC21)CC(=O)NC=2C=C(C(=NC2)C)NC(=O)C2=NN=C1N2C=CC(=C1)C=1C=NN(C1)C N-(5-(2-(6,7-dihydrothiazolo[4,5-c]pyridin-5(4H)-yl)acetamido)-2-methylpyridin-3-yl)-7-(1-methyl-1H-pyrazol-4-yl)-[1,2,4]triazolo[4,3-a]pyridine-3-carboxamide